C(C1=CC=CC=C1)O[C@]12[C@H](O[C@@H]3OC(O[C@@H]31)(C)C)[C@@H]([C@@H](C2)F)CC2=CC=C3C=C(C(=NC3=C2)N)F 7-(((3aR,4aR,5S,6R,7aR,7bR)-7a-(benzyloxy)-6-fluoro-2,2-dimethylhexahydro-3aH-cyclopenta[4,5]furo[2,3-d][1,3]dioxol-5-yl)methyl)-3-fluoroquinolin-2-amine